3-(10-(Benzyloxy)-2-methyl-4-oxo-5,6-dihydro-2H-2,6-methanobenzo[g][1,3,5]oxadiazocin-3(4H)-yl)-N-(2-(4-methylphenoxy)ethyl)benzamid C(C1=CC=CC=C1)OC1=CC=CC=2C3NC(N(C(OC21)(C3)C)C=3C=C(C(=O)NCCOC2=CC=C(C=C2)C)C=CC3)=O